3-oxooctane O=C(CC)CCCCC